C(C)(=O)OC1=C(OC=2C=C3C=CN(C3=CC2)C(=O)OC(C)(C)C)C=CC=C1 5-(2-acetoxyphenoxy)-1-tert-butoxycarbonyl-1H-indole